benzo[f]quinoline C1=CC=NC=2C=CC3=C(C12)C=CC=C3